BrC1=C(C=CC=C1[N+](=O)[O-])O 2-bromo-nitrophenol